benzyl (3R*,4S*)-3-((2-((S)-1-amino-5-(tert-butoxy)-1,5-dioxopentan-2-yl)-1-oxoisoindolin-5-yl)oxy)-4-cyclopentylpyrrolidine-1-carboxylate NC([C@H](CCC(=O)OC(C)(C)C)N1C(C2=CC=C(C=C2C1)O[C@H]1CN(C[C@@H]1C1CCCC1)C(=O)OCC1=CC=CC=C1)=O)=O |o1:22,26|